NC1=NC=2C=C(C(=CC2C2=C1COC2)C(=O)N2[C@@H](CC[C@H](C2)C)C2=CC1=CC(N=C1C=C2)=O)F |r| Rac-5-((2s,5r)-1-(4-amino-7-fluoro-1,3-dihydrofuro[3,4-c]quinoline-8-carbonyl)-5-methylpiperidin-2-yl)indol-2-one